C(#N)C=1C=C(C=CC1F)C=1N(C(=CC1C(=O)N)C(C(NC1(COC1)C(F)(F)F)=O)=O)C (3-cyano-4-fluorophenyl)-1-methyl-5-(2-oxo-2-((3-(trifluoromethyl)oxetan-3-yl)amino)acetyl)-1H-pyrrole-3-carboxamide